FC1=C(C=CC=C1F)[C@@H]1COC2=CC(=CC=C2[C@@H]1C1=CC(=C(C=C1)N1CCC(CC1)C=O)F)O 1-(4-((3R,4S)-3-(2,3-difluorophenyl)-7-hydroxychroman-4-yl)-2-fluorophenyl)piperidine-4-Formaldehyde